2-chloro-4-(1,1-difluoroethoxy)-3-methylsulfanyl-benzoic acid ClC1=C(C(=O)O)C=CC(=C1SC)OC(C)(F)F